ClC=1C=C(C=CC1)N1CCN(CC1)C(CCC(=O)C1CCCCC1)=O 1-[4-(3-chlorophenyl)piperazin-1-yl]-4-cyclohexyl-butane-1,4-dione